(P)-1-(6-(4-(3-chloro-5-hydroxy-2-methylphenyl)-3,7,7-trimethyl-7,8-dihydro-5H-pyrano[4,3-b]pyridin-2-yl)-2,6-diazaspiro[3.4]octan-2-yl)prop-2-en-1-one ClC=1C(=C(C=C(C1)O)C1=C2C(=NC(=C1C)N1CC3(CN(C3)C(C=C)=O)CC1)CC(OC2)(C)C)C